2,4-dimethyl-bromobenzene CC1=C(C=CC(=C1)C)Br